2-(oxetan-3-ylamino)pyrido[2,3-d]pyrimidin O1CC(C1)NC=1N=CC2=C(N1)N=CC=C2